FC=1C=C(C=CC1F)N1C(CC[C@H]1C1=NC2=C(N1C1CCC(CC1)O)C=CC(=C2)C=2C(=NOC2CO)C)=O (S)-1-(3,4-difluorophenyl)-5-(1-((1r,4S)-4-hydroxycyclohexyl)-5-(5-(hydroxymethyl)-3-methylisoxazol-4-yl)-1H-benzo[d]imidazol-2-yl)pyrrolidin-2-one